C(C=C)(=O)OCCOC1=CC=C(C=C1)C(C)(C)C1=CC=C(C=C1)OCCOC(C=C)=O 2,2-bis[4-(acryloyloxyethoxy)phenyl]propane